FC1=CC=C(C=C1)C1(CN(CC1)C(=O)OCC1=CC=CC=C1)NS(=O)(=O)C1=CC=C(C=C1)OC(C)C benzyl 3-(4-fluorophenyl)-3-[(4-isopropoxyphenyl)sulfonylamino]pyrrolidine-1-carboxylate